5-(4-methoxyphenyl)-7-methyl-7H-pyrrolo[2,3-d]Pyrimidin-4-amine COC1=CC=C(C=C1)C1=CN(C=2N=CN=C(C21)N)C